4-(5-(3,6-diazabicyclo[3.1.1]heptan-3-yl)pyrazin-2-yl)-6-(1-(difluoromethyl)-1H-pyrazol-4-yl)pyrazolo[1,5-a]pyridine-3-carbonitrile C12CN(CC(N1)C2)C=2N=CC(=NC2)C=2C=1N(C=C(C2)C=2C=NN(C2)C(F)F)N=CC1C#N